ClC1=C(C=C(C(=C1)Cl)Cl)C1=NC(=CC=C1B(O)O)C(F)(F)F 2-(2,4,5-TRICHLOROPHENYL)-6-(TRIFLUOROMETHYL)PYRIDINE-3-BORONIC ACID